(S)-2-(Methoxymethyl)azetidine 2,2,2-trifluoroacetate FC(C(=O)O)(F)F.COC[C@H]1NCC1